C(C)(C)(C)N1C(\C(\C=2C1=NC=CC2)=C/C2=C(C(=O)OCC1=CC=CC=C1)C=C(C=N2)Cl)=O benzyl (Z)-2-((1-(tert-butyl)-2-oxo-1,2-dihydro-3H-pyrrolo[2,3-B]pyridin-3-ylidene) methyl)-5-chloronicotinate